ClC=1C=C2C(N(C=3N(C2=C(C1)C(C)NC1=C(C(=O)O)C=CC=C1)C=NC3)CC)=O ((1-(7-chloro-4-ethyl-5-oxo-4,5-dihydroimidazo[1,5-a]quinazolin-9-yl)ethyl)amino)benzoic acid